N-(5-(4-Chlorophenyl)-1,3,4-thiadiazol-2-yl)-3-(2-methoxyphenyl)pyridine-4-carboxamide bis(diphenylmethoxyethyl)phosphate ammonium methylarsenate CO[As]([O-])([O-])=O.[NH4+].C1(=CC=CC=C1)C(OCCOP(=O)(OCCOC(C1=CC=CC=C1)C1=CC=CC=C1)[O-])C1=CC=CC=C1.ClC1=CC=C(C=C1)C1=NN=C(S1)NC(=O)C1=C(C=NC=C1)C1=C(C=CC=C1)OC.[NH4+].[NH4+]